2-Methoxy-5,6,7,8-tetrahydronaphthalene-1-sulfonamide COC1=C(C=2CCCCC2C=C1)S(=O)(=O)N